8-(5-(dimethylamino)-[1,2,4]triazolo[1,5-c]pyrimidin-8-yl)-N-((5-fluoro-2,3-dihydrobenzofuran-4-yl)methyl)-[1,2,4]triazolo[4,3-c]pyrimidin-5-amine CN(C1=NC=C(C=2N1N=CN2)C=2C=1N(C(=NC2)NCC2=C(C=CC3=C2CCO3)F)C=NN1)C